9-nonyl nonanedioate C(CCCCCCCC(=O)[O-])(=O)OCCCCCCCCC